(5-(2-chlorophenyl)-1H-pyrazol-4-yl)(4-(methylsulfonyl)piperazin-1-yl)methanone ClC1=C(C=CC=C1)C1=C(C=NN1)C(=O)N1CCN(CC1)S(=O)(=O)C